CN(CC(CNC(=O)C=1C=C(C=C(C(=O)NCCCN(CCCCCCCCC(=O)OC(CC)CCCCC)CCCCCCCCC(=O)OC(CC)CCCCC)C1)C(=O)NCCCN(CCCCCCCCC(=O)OC(CC)CCCCC)CCCCCCCCC(=O)OC(CC)CCCCC)O)C tetra(octan-3-yl) 9,9',9'',9'''-((((5-((3-(dimethylamino)-2-hydroxypropyl)carbamoyl)isophthaloyl) bis(azanediyl))bis(propane-3,1-diyl))bis(azanetriyl))tetranonanoate